C(C)NC1=C2NC(NC2=NC=N1)=O 6-(ethylamino)-7,9-dihydro-8H-purin-8-one